FC=1C=C(C(=O)NC2=CC(=CC=C2)C(=O)C=2C=C3N=C(C=NC3=CC2)N2CCOCC2)C=CC1F 3,4-difluoro-N-(3-(3-morpholinoquinoxaline-6-carbonyl)phenyl)benzamide